C(C)OC(=O)C=1C=NN(C1C(F)(F)F)C1=NC=CC=C1C 1-(3-methylpyridin-2-yl)-5-(trifluoromethyl)-1H-pyrazole-4-carboxylic acid ethyl ester